N-(oct-4-en-1-ylmethyl)-4-methoxyaniline C(CCC=CCCC)CNC1=CC=C(C=C1)OC